C(C(C)C)OC1=CC=C(C=C1)B(O)O (4-isobutoxyphenyl)boronic acid